C[C@H]1N(CCOC1)C1=CC(=C2C(=N1)N(N=C2)C2=NN(C=C2)COCC[Si](C)(C)C)C=2C=NC(=CC2)C (R)-3-methyl-4-(4-(6-methylpyridin-3-yl)-1-(1-((2-(trimethylsilyl)ethoxy)methyl)-1H-pyrazol-3-yl)-1H-pyrazolo[3,4-b]pyridin-6-yl)morpholine